FC(C=1C(=NC(=NC1)NC=1C(=NN(C1)C1CCN(CC1)C)C)NCCCN1CCOCC(C1=O)(C)C)F 4-(3-((5-(difluoromethyl)-2-((3-methyl-1-(1-methylpiperidin-4-yl)-1H-pyrazol-4-yl)amino)pyrimidin-4-yl)amino)propyl)-6,6-dimethyl-1,4-oxazepan-5-one